2-isopropyl-3-methyl-spiro[5,6-dihydroimidazo[4,5-c]pyridine-7,1'-cyclopropane]-4-one C(C)(C)C1=NC2=C(C(NCC23CC3)=O)N1C